NC=1SC2=C(N1)C(=C(C(=C2)NC(C2=C(C=C(C=C2)NS(=O)(=O)[C@H](CO)C)N2CCC1(CC1)CC2)=O)F)N2CCC(CC2)(F)F N-[2-amino-4-(4,4-difluoropiperidin-1-yl)-5-fluoro-1,3-benzothiazol-6-yl]-2-{6-Azaspiro[2.5]octane-6-yl}-4-[(2S)-1-hydroxypropane-2-sulfonylamino]benzamide